C(CCCCCCC\C=C\CCCC)O (E)-9-tetradecenol